Tert-butyl N-methyl-N-[(1r,4r)-4-[5-(6-{3-cyanopyrrolo[1,2-b]pyridazin-7-yl}-4-(methylamino)pyridin-3-yl)-1,3,4-thiadiazol-2-yl]cyclohexyl]carbamate CN(C(OC(C)(C)C)=O)C1CCC(CC1)C=1SC(=NN1)C=1C=NC(=CC1NC)C1=CC=C2N1N=CC(=C2)C#N